C=C1CN(CCN(C1)C(=O)OC(C)(C)C)S(=O)(=O)C1=C(C=CC=C1)[N+](=O)[O-] tert-butyl 6-methylene-4-((2-nitrophenyl) sulfonyl)-1,4-diazepane-1-carboxylate